OC1=NC(=NC=C1C(=O)NN)C1=NC=CC=N1 4-hydroxy-[2,2'-bipyrimidine]-5-carbohydrazide